ClC=1C(N(C=C(C1C1=C(C=C(C=C1)F)Cl)C1=C(C(=CC(=C1)OC)OC)Cl)C)=O 3-chloro-5-(2-chloro-3,5-dimethoxyphenyl)-4-(2-chloro-4-fluorophenyl)-1-methyl-2(1H)-pyridone